8-(1-(Azetidin-3-ylmethyl)-1H-pyrazol-4-yl)-9-ethyl-6,6-dimethyl-11-oxo-6,11-dihydro-5H-benzo[b]carbazole-3-carbonitrile N1CC(C1)CN1N=CC(=C1)C=1C(=CC2=C(C(C=3NC4=CC(=CC=C4C3C2=O)C#N)(C)C)C1)CC